ClC1=C(C=C2C(NC(N3C2=C1SCC1(CCC1)C3)=O)=O)C(F)(F)F 11-chloro-10-(trifluoromethyl)-2H-spiro[[1,4]thiazepino[2,3,4-ij]quinazoline-3,1'-cyclobutane]-6,8(4H,7H)-dione